BrC=1C(NN(C1[C@@H]1[C@H](C(N(C1)C)=O)C(=O)NC1=C(SC=C1)Cl)C)Cl (3S,4R)-4-(4-bromo-3-chloro-1-methyl-3H-pyrazol-5-yl)-N-(2-chloro-3-thienyl)-1-methyl-2-oxo-pyrrolidine-3-carboxamide